(methyl)acrylic acid, vinyl ester CC(C(=O)OC=C)=C